FC1=C(N[C@H](CN2N=NN=C2)C)C=C(C=C1)B1OC(C(O1)(C)C)(C)C 2-fluoro-5-(4,4,5,5-tetramethyl-1,3,2-dioxaborolan-2-yl)-N-[(2S)-1-(1H-tetrazol-1-yl)propan-2-yl]aniline